N-((9-ethyl-7-(thiazol-4-yl)-9H-carbazol-3-yl)methyl)-N-methyl-3,6,9,12-tetraoxatetradecanamide C(C)N1C2=CC(=CC=C2C=2C=C(C=CC12)CN(C(COCCOCCOCCOCC)=O)C)C=1N=CSC1